C(C)(C)(C)OC(=O)NC=1SC=C(N1)C(C(=O)O)=O 2-(2-((Tert-Butoxycarbonyl)amino)thiazol-4-yl)-2-oxoacetic acid